2,4-dibromo-5-acetaminophenol BrC1=C(C=C(C(=C1)Br)NC(=O)C)O